C1(=C(C=CC=C1)C1=NC(=NC(=N1)C1=CC=C(C=C1)C1=CC=CC=C1)C1=CC(=CC=C1)B1OC(C(O1)(C)C)(C)C)C1=CC=CC=C1 2-[(1,1'-biphenyl)-2-yl]-4-[(1,1'-biphenyl)-4-yl]-6-[3'-(4,4,5,5-tetramethyl-1,3,2-dioxaborolan-2-yl)phenyl]-1,3,5-triazine